N[C@H]1CN(CCC1)C1=CC=C(C=N1)NC1=C(C=NC2=CC=C(N=C12)C1=CC(=C(C(=C1)Cl)O)Cl)C(=O)C1CC1 (R)-(4-{[6-(3-aminopiperidin-1-yl)pyridin-3-yl]amino}-6-(3,5-dichloro-4-hydroxyphenyl)-1,5-naphthyridin-3-yl)(cyclopropyl)methanone